F[B-](F)(F)F.[Rh+3].C1=CCCC=CCC1.C1=CCCC=CCC1.F[B-](F)(F)F.F[B-](F)(F)F bis-(1,5-cyclooctadiene) rhodium tetrafluoroborate